CN(C1CN(C1)C1=NN(C2=C1C=NC(=C2F)C2=CC(=CC1=CC=C(C(=C21)C#C)F)O)C)C 4-[3-[3-(dimethylamino)azetidin-1-yl]-7-fluoro-1-methyl-pyrazolo[4,3-c]pyridin-6-yl]-5-ethynyl-6-fluoro-naphthalen-2-ol